N-(4-((2-(1,1-difluoroethyl)-6-methylpyrimidin-4-yl)amino)-5-(2-methoxypyrimidin-4-yl)pyridin-2-yl)acetamide FC(C)(F)C1=NC(=CC(=N1)NC1=CC(=NC=C1C1=NC(=NC=C1)OC)NC(C)=O)C